7-[1-(benzyloxy)ethyl]-2-methanesulfinyl-8-(3,4,5-trifluorophenyl)-3H-pyrazolo[1,5-a][1,3,5]triazin-4-one C(C1=CC=CC=C1)OC(C)C1=NN2C(N=C(NC2=O)S(=O)C)=C1C1=CC(=C(C(=C1)F)F)F